FC=1C=C(OCC=2N=C3N(C=C(C=N3)C=3C(=NC=CC3)F)C2)C=CC1 2-[(3-fluorophenoxy)methyl]-6-(2-fluoro-3-pyridyl)imidazo[1,2-a]pyrimidine